N-cyclopropyl-N-[(3S)-3-piperidinyl]Carbamic acid tert-butyl ester C(C)(C)(C)OC(N([C@@H]1CNCCC1)C1CC1)=O